1-[1-benzyl-4-(cyanomethyl)-3-fluoro-4-piperidyl]-3-(cyclopropanecarbonylamino)pyrazole-4-carboxamide C(C1=CC=CC=C1)N1CC(C(CC1)(CC#N)N1N=C(C(=C1)C(=O)N)NC(=O)C1CC1)F